C1(=CC=CC=C1)C1=NNC=CC=C1 phenyldiazepine